methyl 6-((6-(4-(tert-butoxycarbonyl) piperazin-1-yl) pyridin-3-yl) oxy)-2-chloropyrimidine-4-carboxylate C(C)(C)(C)OC(=O)N1CCN(CC1)C1=CC=C(C=N1)OC1=CC(=NC(=N1)Cl)C(=O)OC